5-Fluoro-N-(2-fluoro-5-(5-(furan-2-yl)-1,3,4-oxadiazol-2-yl)phenyl)-2-(2-fluoroethoxy)benzamide FC=1C=CC(=C(C(=O)NC2=C(C=CC(=C2)C=2OC(=NN2)C=2OC=CC2)F)C1)OCCF